6-[2-oxo-8-[[2-(2-aminoethyl)-8-fluoro-6,7-dihydro-5H-cyclopenta[f]benzotriazol-6-yl]methyl]-1-oxa-3,8-diazaspiro[4.5]decan-3-yl]-4H-pyrazino[2,3-b][1,4]oxazin-3-one O=C1OC2(CN1C1=NC3=C(OCC(N3)=O)N=C1)CCN(CC2)CC2CC=1C(=CC=3C(=NN(N3)CCN)C1F)C2